[N+](=O)([O-])C1=C2C=CN=CC2=CC=C1C(C)=O 1-(5-nitroisoquinolin-6-yl)ethan-1-one